FC([Se]C1=C(N)C=CC=C1)(F)F 2-trifluoromethylselenoaniline